CN(CCCNC(=O)C=1C=CC2=C(N(C(=N2)C2=CC(=C(C=C2)F)OC)C2CC(C2)C(NC)=O)C1)C N-(3-(dimethylamino)propyl)-2-(4-fluoro-3-methoxyphenyl)-1-(3-(methylcarbamoyl)cyclobutyl)-1H-benzo[d]imidazole-6-carboxamide